N1[C@@H](CCC1=O)C(=O)N[C@@H](CC(C)C)C(=O)O pyroglutamyl-leucine